3-benzyl-1-(4-bromophenyl)-1-((1r,4r)-4-((5-cyanopyridine-2-yl)amino)cyclohexyl)urea C(C1=CC=CC=C1)NC(N(C1CCC(CC1)NC1=NC=C(C=C1)C#N)C1=CC=C(C=C1)Br)=O